2,2'-bistrifluoromethylbenzophenone FC(C1=C(C(=O)C2=C(C=CC=C2)C(F)(F)F)C=CC=C1)(F)F